NC=1C(=NON1)C=1N(C2=C(C=NC(=C2)OC=2C=C(C=CC2)C2=C(C(=O)N)C=CC(=C2)OCCN2CCOCC2)N1)CC [3-[[2-(4-Amino-1,2,5-oxadiazol-3-yl)-1-ethyl-1H-imidazo[4,5-c]pyridin-6-yl]oxy]phenyl]-4-[2-(4-morpholinyl)ethoxy]benzamide